CC1=C2COC(=O)C2=C(C(=C1OC)C/C=C(\\C)/CCC(=O)O[C@H]3[C@@H]([C@H]([C@@H]([C@H](O3)C(=O)O)O)O)O)O The molecule is a carboxylic ester resulting from the formal condensation of the carboxylic acid group of mycophenolic acid with the anomeric hydroxy group of beta-D-glucuronic acid. It is a beta-D-glucosiduronic acid, a gamma-lactone, a member of phenols and a carboxylic ester. It derives from a mycophenolic acid and a beta-D-glucuronic acid. It is a conjugate acid of a mycophenolic acid O-acyl-glucuronide(1-).